C12(CCCC2C1)C=1C=C(C(=NC1)NC(C1=C(C=CC(=C1)[N+](=O)[O-])SC1=NN=NN1CCO)=O)F N-(5-{bicyclo[3.1.0]hexan-1-yl}-3-fluoropyridin-2-yl)-2-{[1-(2-hydroxyethyl)-1H-1,2,3,4-tetrazol-5-yl]sulfanyl}-5-nitrobenzamide